C1N(CC12CCNCC2)C2=NC=CC(=N2)COC2=CC=C(C=C2)C(C)(C)C=2C=C(C(=C(C#N)C2)OCCCl)Cl 5-(2-(4-((2-(2,7-diazaspiro[3.5]non-2-yl)pyrimidin-4-yl)methoxy)phenyl)propan-2-yl)-3-chloro-2-(2-chloroethoxy)benzonitrile